tert-butyl 4-((tert-butoxycarbonyl) amino)-2-methyl-5-phenylpent-2-enoate C(C)(C)(C)OC(=O)NC(C=C(C(=O)OC(C)(C)C)C)CC1=CC=CC=C1